tert-butyl N-[8-(tert-butoxycarbonylamino)-6-(4-ethyl-3-pyridyl)cinnolin-3-yl]-N-isopropyl-carbamate C(C)(C)(C)OC(=O)NC=1C=C(C=C2C=C(N=NC12)N(C(OC(C)(C)C)=O)C(C)C)C=1C=NC=CC1CC